NC1=NC=2C(N(CCC2C=C1F)C=1C=NN(C1)C)=O 2-amino-3-fluoro-7-(1-methylpyrazol-4-yl)-5,6-dihydro-1,7-naphthyridin-8-one